1,1'-thiodiazolidine S(N1CCCC1)N1CCCC1